sodium N,N'-didodecyl formyl ethylenediamine diacetate C(C)(=O)[O-].C(C)(=O)[O-].C(CCCCCCCCCCC)NCCN(CCCCCCCCCCCC)C=O.[Na+].[Na+]